(S)-2-((2-(4-cyano-2-fluorophenyl)propyl)amino)-N-(5-(1-methyl-1H-pyrazol-4-yl)pyridin-2-yl)-2-phenylacetamide C(#N)C1=CC(=C(C=C1)C(CN[C@H](C(=O)NC1=NC=C(C=C1)C=1C=NN(C1)C)C1=CC=CC=C1)C)F